C(C)(C)(C)[C@@H]1CC=2C=C3C(=NC2CC1)SC(=N3)C(=O)N[C@H](CCN3CCC(CC3)O)C3=CC=C(C=C3)C=3N(C=NC3)C |r| rac-(7S)-7-tert-butyl-N-[rac-(1R)-3-(4-hydroxy-1-piperidyl)-1-[4-(3-methylimidazol-4-yl)phenyl]propyl]-5,6,7,8-tetrahydrothiazolo[5,4-b]quinoline-2-carboxamide